ClC=1C=CC=C2[C@H](CCOC12)NC(=O)NC1=NN(C=C1)C1=CC=C(C=C1)C1N(CCC1)C 1-[(4S)-8-chlorochroman-4-yl]-3-[1-[4-(1-methylpyrrolidin-2-yl)phenyl]pyrazol-3-yl]urea